CC1(CCCCC1)C(=O)C1=NC=CC=C1 (1-methylcyclohexyl)(pyridin-2-yl)methanone